benzyl ((S)-1-((3R,5'S)-5'-(hydroxymethyl)-5-methyl-2-oxospiro[indoline-3,3'-pyrrolidin]-1'-yl)-4-methyl-1-oxopentan-2-yl)(methyl)carbamate OC[C@@H]1C[C@@]2(CN1C([C@H](CC(C)C)N(C(OCC1=CC=CC=C1)=O)C)=O)C(NC1=CC=C(C=C12)C)=O